2-(4-methoxybenzyl)-6-(1-(3-oxo-3-(4-(5-(trifluoromethyl)pyrimidin-2-yl)piperazin-1-yl)propyl)piperidin-3-yl)-4-(trifluoromethyl)pyridazin-3(2H)-one COC1=CC=C(CN2N=C(C=C(C2=O)C(F)(F)F)C2CN(CCC2)CCC(N2CCN(CC2)C2=NC=C(C=N2)C(F)(F)F)=O)C=C1